COC(=O)N1CCN2C(CC1)=CC=C2 Pyrrolo[2,1-g][1,4]Diazepane-3-carboxylic acid methyl ester